phenyl-cyclobutyl-pyridinamide C1(=CC=CC=C1)C1=C(C(=NC=C1)C(=O)N)C1CCC1